(S)-N-(1-(4-fluorophenyl)ethyl)-3-(trifluoromethyl)-[1,2,4]triazolo[4,3-a]pyridin-6-amine FC1=CC=C(C=C1)[C@H](C)NC=1C=CC=2N(C1)C(=NN2)C(F)(F)F